CC1=CC=C(C(=N1)N1N=CC=N1)C(=O)N1[C@@H]2[C@@H](C[C@H](C1)C2)OC2=NC=CC=C2 (6-methyl-2-(2H-1,2,3-triazol-2-yl)pyridin-3-yl)((1S,4R,6R)-6-(pyridin-2-yloxy)-2-azabicyclo[2.2.1]heptan-2-yl)methanone